FC(CC1=NOC=C1C(=O)O)F 3-(2,2-difluoroethyl)isoxazole-4-carboxylic acid